CC=1N=CC(=NC1)C[NH-] (5-methylpyrazin-2-yl)methyl-amide